F[C@H]1CN(CC[C@H]1NC=1C=2N(C=CC1)C(=C(N2)C#CCNC2=C(C=C(C=C2)C(NC)=O)OC)N(C(OC(C)(C)C)=O)C)C tert-butyl N-(8-{[(3S,4R)-3-fluoro-1-methylpiperidin-4-yl] amino}-2-(3-{[2-methoxy-4-(methylcarbamoyl) phenyl] amino} prop-1-yn-1-yl) imidazo[1,2-a]pyridin-3-yl)-N-methylcarbamate